furo[2,3-c]pyridine-2-carboxylic acid O1C(=CC=2C1=CN=CC2)C(=O)O